OC(=O)C(F)(F)F.CC1=C2C(OC(C2=CC=C1[C@H]1N[C@H](CNC1)C)=O)([2H])[2H] 4-methyl-5-((2r,6s)-6-methylpiperazin-2-yl)isobenzofuran-1(3H)-one-3,3-d2 TFA salt